FC1=C(C(=O)NC2=CC(=CC=C2)N(C)CC2=CN=CN2)C=CC=C1 2-fluoro-N-[3-[1H-imidazol-5-ylmethyl(methyl)amino]phenyl]benzamide